CC1=CC=C(C=C1)S(=O)(=O)OCC(C(F)(F)F)(C)O 3,3,3-trifluoro-2-hydroxy-2-methylpropyl 4-methylbenzenesulfonate